butyl 4,7,8,12,14-pentachlorohexadecanoate ClC(CCC(=O)OCCCC)CCC(C(CCCC(CC(CC)Cl)Cl)Cl)Cl